6-[(1S)-aminoethyl]-2-chloro-N-[(furan-2-yl)methyl]-7-methylthieno[3,2-d]pyrimidin-4-amine NCCC1=C(C=2N=C(N=C(C2S1)NCC=1OC=CC1)Cl)C